FC(OC1=CC=C(C=C1)C1=CN=C2N1C=CN=C2NC2=CC(=C(C(=O)N(C)CCN(C)C)C=C2)C)F 4-((3-(4-(di-fluoromethoxy)phenyl)imidazo[1,2-a]pyrazin-8-yl)amino)-N-(2-(dimethylamino)eth-yl)-N,2-dimethylbenzamide